C(C)(C)(C)OC(=O)NCC1=CC(=C(C=C1)NC(=O)C1=CC2=C(OCCC3=C2SC=C3)C=C1C=1C(=NC(=CC1)C(NC(C)(CCO)C)=O)C(=O)OC)C methyl 3-(9-((4-(((tert-butoxycarbonyl)amino)methyl)-2-methylphenyl)carbamoyl)-4,5-dihydrobenzo[b]thieno[2,3-d]oxepin-8-yl)-6-((4-hydroxy-2-methylbutan-2-yl)carbamoyl)picolinate